FC1=C(C(=CC=C1)F)CN1C(N(N=C1)C1=CC(=C(C=C1)OC1=C(N=C(S1)C1(COC1)O)C)F)=O 4-[(2,6-difluorophenyl)methyl]-2-[3-fluoro-4-[2-(3-hydroxyoxetan-3-yl)-4-methyl-thiazol-5-yl]oxy-phenyl]-1,2,4-triazol-3-one